C(C(=C)C)(=O)OCC1=CC(OC2=CC(=CC=C12)N(CC)CC)=O [7-(diethylamino)coumarin-4-yl]methyl methacrylate